ClC1=CC=C(C=C1)C=1C=C2C(=NC1)NC(N2CC(C=2SC=CC2)=O)=O 6-(4-chlorophenyl)-1-[2-oxo-2-(2-thienyl)ethyl]-3H-imidazo[4,5-b]pyridin-2-one